3-bromopiperidin-2,6-dione BrC1C(NC(CC1)=O)=O